Cl.COC(C(C(CP(=O)(C1=CC=CC=C1)C1=CC=CC=C1)N)CC=1SC=CC1)=O 3-amino-4-(diphenylphosphoryl)-2-(thiophen-2-ylmethyl)butanoic acid methyl ester hydrochloride